(4-{3-[5-fluoro-6-(2-methoxy-ethoxy)-1H-indazol-3-yl]-isoxazol-5-yl}-phenyl)-(4-methyl-piperazin-1-yl)-methanone FC=1C=C2C(=NNC2=CC1OCCOC)C1=NOC(=C1)C1=CC=C(C=C1)C(=O)N1CCN(CC1)C